ClC1=NC=CC(=C1F)C=1C(=CC2=CC=C(C=C2C1)CC(C)(C)C)SCCC(=O)OCC ethyl 3-((3-(2-chloro-3-fluoropyridin-4-yl)-6-neopentylnaphthalen-2-yl)thio)propanoate